CS(=O)(=O)OC1=C(C=CC=C1)NC(=O)NC1=CC(=CC=C1)OS(=O)(=O)CCC N-[2-(methanesulfonyloxy)phenyl]-N'-[3-(propanesulfonyloxy)phenyl]urea